2-bromo-6-iodo-[1,2,4]triazolo[1,5-a]pyrimidin-7(4H)-one BrC1=NN2C(NC=C(C2=O)I)=N1